Isobutylene imidazole salt N1C=NC=C1.CC(C)=C